N1(N=CC=C1)CCC(=O)[O-] 3-(1H-pyrazol-1-yl)propanoat